FC1=C(C(=CC(=C1)NC1CN(C1)CCCF)F)[C@@H]1N([C@H](CC2=C1NC1=CC3=C(C=C21)CCC3)C)CC(CO)(F)F 3-((1S,3S)-1-(2,6-difluoro-4-((1-(3-fluoropropyl)azetidin-3-yl)amino)phenyl)-3-methyl-3,4,6,7,8,10-hexahydrocyclopenta[f]pyrido[3,4-b]indol-2(1H)-yl)-2,2-difluoropropan-1-ol